C(C)[C@]1(C(OCC=2C(N3CC=4N(C5=CC(=C(C=C5C(C4C3=CC21)=O)F)C(F)(F)F)C)=O)=O)O (S)-4-ethyl-8-fluoro-4-hydroxy-11-methyl-9-(trifluoromethyl)-1,12-dihydro-14H-pyrano[3',4':6,7]indolizino[2,1-b]quinoline-3,6,14(4H,11H)-trione